OC(C)(C)C1=C(C=CC(=C1)C(C)(C)O)S 2,4-bis(α-hydroxyisopropyl)benzenethiol